tert-butyl (2S,4S)-4-methyl-2-({[4-(1H-pyrrolo[3,2-b]pyridin-2-yl)pyridin-3-yl]oxy}methyl)pyrrolidine-1-carboxylate C[C@H]1C[C@H](N(C1)C(=O)OC(C)(C)C)COC=1C=NC=CC1C1=CC2=NC=CC=C2N1